C[C@@H](C(=O)O)CC=O 2R-methyl-4-oxo-butanoic acid